(E)-3-(3,7-dimethylocta-2,6-dien-1-yl)-6-hexyl-2,4-dihydroxyphenyl acetate C(C)(=O)OC1=C(C(=C(C=C1CCCCCC)O)C\C=C(\CCC=C(C)C)/C)O